OCCOCCOCCOCCOCC1=CC=C(C=C1)C1=NN=C(N=N1)CP(O)(O)=O ((6-(4-(13-hydroxy-2,5,8,11-tetraoxatridecyl)phenyl)-1,2,4,5-tetrazin-3-yl)methyl)phosphonic Acid